C(#N)C=1C=C(C(=CC1)C1=CC(=CC=C1)[N+](=O)[O-])C(=O)OC methyl 4-cyano-3'-nitro-[1,1'-biphenyl]-2-carboxylate